Cl[C@@H]1[C@@H](O[C@@H]([C@H]1OC(C1=CC=CC=C1)(C1=CC=CC=C1)C1=CC=C(C=C1)OC)CO)N1C(NC(C(=C1)F)=O)=O 1-[(2R,3S,4R,5R)-3-chloro-5-(hydroxymethyl)-4-[(4-methoxyphenyl)diphenylmethoxy]oxolan-2-yl]-5-fluoro-3H-pyrimidine-2,4-dione